C(C1=CC=CC=C1)(=O)OC=1C(=C(C=NC1C)COC1=C(OP(=O)=N[C@H](C(=O)OC(C)C)C)C=CC=C1)CO (2S)-Isopropyl 2-(((5-benzoyloxy-4-(hydroxymethyl)-6-methylpyridin-3-yl)methoxy)(phenoxy)phosphorylamino)propanoate